hexahydro-1,4-methanodibenzo[b,d]furan C12CCC(C3OC4C(=C31)C=CC=C4)C2